N,9-bis[(4-methoxyphenyl)methyl]-2-[methyl(propyl)phosphoryl]purin-6-amine COC1=CC=C(C=C1)CNC1=C2N=CN(C2=NC(=N1)P(=O)(CCC)C)CC1=CC=C(C=C1)OC